O=S1(CCC(CC1)NC=1N=CC2=C(N1)N(C(C=C2)=O)[C@H]2[C@](CCC2)(C)O)=O 2-((1,1-dioxotetrahydro-2H-thiopyran-4-yl)amino)-8-((1R,2R)-2-hydroxy-2-methylcyclopentyl)pyrido[2,3-d]pyrimidin-7(8H)-one